3,7-dimethyloct-6-enyl 2-methylpropanoate CC(C(=O)OCCC(CCC=C(C)C)C)C